[N+](#[C-])C1=C(C=CC=C1)C1=CC=CC=C1 1-ISOCYANO-2-PHENYLBENZENE